C(OC1=CC=2C(=C3C(=NC2C=C1)C1=CC2=C(C(N1C3)=O)COC([C@]2(O)CC)=O)CC)(OC2=CC=C(C=C2)[N+](=O)[O-])=O (S)-4,11-diethyl-4-hydroxy-3,14-dioxo-3,4,12,14-tetrahydro-1H-pyrano[3',4':6,7]indolizino[1,2-b]quinolin-9-yl (4-nitrophenyl) carbonate